(1-cyclopropyl-2-ethoxy-2-oxoethyl)-3-iodo-1H-pyrazole-5-carboxylic acid ethyl ester C(C)OC(=O)C1=CC(=NN1C(C(=O)OCC)C1CC1)I